O[C@@H](CC(=O)OC[C@@H](CC)O)C R-β-hydroxybutyl R-β-hydroxybutyrate